O=C1C=CN(C2=CC=CC=C12)CC(=O)NN (4-oxo-4H-quinoline-1-yl)-acethydrazide